N1(CCNCC1)C(=O)OC1=CC(=C(C=C1)NC1=NC=C(C(=N1)NC1=C(C=CC=C1)N(C)S(=O)C)Cl)OC 1-(4-((5-chloro-4-((2-(N-methyl methylsulfinylamino) phenyl) amino) pyrimidin-2-yl) amino)-3-methoxyphenyl) piperazine-1-carboxylate